Cl.CC1OCC2(C1N)CCNCC2 3-Methyl-2-oxa-8-Azaspiro[4.5]decane-4-amine hydrochloride